C(C)(C)(C)OC(=O)N(CCCCOC/C=C/C=1C=C2C(=NC1)NC([C@]21CC=2C(=NC=C(C2)C(=O)OC)C1)=O)C methyl (S,E)-5'-(3-(4-((tert-butoxycarbonyl) (methyl) amino) butoxy) prop-1-en-1-yl)-2'-oxo-1',2',5,7-tetrahydrospiro[cyclopenta[b]pyridine-6,3'-pyrrolo[2,3-b]pyridine]-3-carboxylate